N-(2-fluorophenyl)thiourea C1=CC=C(C(=C1)NC(=S)N)F